(S)-3-(4-Cyano-1H-Pyrazol-1-Yl)-N-(4-Cyano-3-(Trifluoromethyl)-1H-Pyrazol-1-Yl)-2-Hydroxy-2-Methylpropanamide C(#N)C=1C=NN(C1)C[C@](C(=O)NN1N=C(C(=C1)C#N)C(F)(F)F)(C)O